3-[5-(trifluoromethyl)pyridin-2-yl]-1H-indole FC(C=1C=CC(=NC1)C1=CNC2=CC=CC=C12)(F)F